COC1=CC=C(C=C1)C1=CN=C2N1C=CN=C2NC2=CC(=C(C=C2)C(=O)N2CCN(CCC2)C)C [4-[[3-(4-methoxyphenyl)imidazo[1,2-a]pyrazin-8-yl]amino]-2-methylphenyl]-(4-methyl-1,4-diazepan-1-yl)methanone